4-quinolinamine N1=CC=C(C2=CC=CC=C12)N